9-(5-(2-(dimethylamino)ethoxy)pyridin-3-yl)-6,7-dimethoxynaphtho[2,3-c]furan-1(3H)-one CN(CCOC=1C=C(C=NC1)C1=C2C=C(C(=CC2=CC2=C1C(OC2)=O)OC)OC)C